C(N)(O)=O.CN([C@@H](CS)C(=O)O)C DimethylCysteine Carbamate